N=1C=CN2N=C(C=CC21)C=2C=CN1N=C(N=CC12)NCC1(CC1)C 5-(imidazo[1,2-b]pyridazin-6-yl)-N-((1-methylcyclopropyl)methyl)pyrrolo[2,1-f][1,2,4]triazin-2-amine